C1(=C(C=CC2=CC=CC=C12)SSC1=C(C2=CC=CC=C2C=C1)N)N 2,2'-dithiodi(1-naphthylamine)